C(C=C)(=O)N1CC=2C(CCC1)C(C=CC2)C2=C1C(=C(NC1=C(C=C2F)C(=O)N)C)Cl 4-(2-Acryloyl-tetrahydro-1H-benzo[c]azepin-6-yl)-3-chloro-5-fluoro-2-methyl-1H-indole-7-carboxamide